ethyl 4-((3-((8-bromoquinazolin-2-yl)amino)-5-methylphenyl)carbamoyl)benzoate BrC=1C=CC=C2C=NC(=NC12)NC=1C=C(C=C(C1)C)NC(=O)C1=CC=C(C(=O)OCC)C=C1